CC1=C[C@@H]([C@@H](C=C1)C(=O)OCC)C(=O)OCC diethyl cis-4-methylcyclohexa-3,5-diene-1,2-dicarboxylate